CC1CCC12CC(C2)N(C(=O)C2=C(SC(=C2CC2=CC=C(C=C2)C2=CC=CC=C2)C)C)C methyl-6-(4-([1,1'-biphenyl]-4-ylmethyl)-N,2,5-trimethylthiophene-3-carboxamido)spiro[3.3]heptane